N-[2-methoxy-6-(2-methyl-1,2,4-triazol-3-yl)-3-pyridyl]-5-methyl-3-phenyl-isoxazole-4-carboxamide COC1=NC(=CC=C1NC(=O)C=1C(=NOC1C)C1=CC=CC=C1)C=1N(N=CN1)C